2-(3,4-epoxycyclohexyl)ethyl-methyl-dimethoxysilane C1(CC2C(CC1)O2)CC[Si](OC)(OC)C